2-mercapto-2,5-dimethylaminopyridine SC1(NC=C(C=C1)NC)NC